(S)-2-amino-1-(benzo[d]thiazol-2-yl)-3-(4-fluorophenyl)propan-1-one N[C@H](C(=O)C=1SC2=C(N1)C=CC=C2)CC2=CC=C(C=C2)F